6-bromo-2-ethylbenzo[d]thiazole BrC1=CC2=C(N=C(S2)CC)C=C1